(2R,4R)-2-(5-(3-cyclopropyl-1-((R)-1,1-dimethylethylsulfinamido)-1-(pyridin-4-yl)propyl)-2-fluorophenylcarbamoyl)-4-phenylpyrrolidine-1-carboxylic acid tert-butyl ester C(C)(C)(C)OC(=O)N1[C@H](C[C@@H](C1)C1=CC=CC=C1)C(NC1=C(C=CC(=C1)C(CCC1CC1)(C1=CC=NC=C1)N[S@](=O)C(C)(C)C)F)=O